(Z)-2-(5-bromo-1H-indol-3-yl)-3-(4-(4-fluorophenoxy)pyridin-3-yl)-acrylonitrile BrC=1C=C2C(=CNC2=CC1)/C(/C#N)=C/C=1C=NC=CC1OC1=CC=C(C=C1)F